(S)-3''-chloro-4''-((3,5-difluoropyridin-2-yl)methoxy-d2)-3-(2-hydroxypropan-2-yl)-5',6''-Dimethyl-2H,2''H-[1,2':4',1''-terpyridine]-2,2''-dione ClC=1C(N(C(=CC1OC([2H])([2H])C1=NC=C(C=C1F)F)C)C1=CC(=NC=C1C)N1C(C(=CC=C1)C(C)(C)O)=O)=O